C1CCC2=C(C=CC=C12)C1=C(C=C2C(=N1)C(=NN2)C=2C=NN(C2)C)OC 5-(2,3-dihydro-1H-inden-4-yl)-6-methoxy-3-(1-methyl-1H-pyrazol-4-yl)-1H-pyrazolo[4,3-b]pyridine